BrC1=NC=2N(C(NC(C2N1)=O)=O)C 8-Bromo-3-methyl-3,7-dihydro-purine-2,6-dione